8-cyclopentyl-2-[5-(3-ethylamino-pyrrolidin-1-yl)-pyridin-2-ylamino]-6-hydroxymethyl-8H-pyrido[2,3-d]Pyrimidin-7-one C1(CCCC1)N1C(C(=CC2=C1N=C(N=C2)NC2=NC=C(C=C2)N2CC(CC2)NCC)CO)=O